ClC1=C(C(=CC=C1)C)N1C(N(C2=C(C1)C=NC=C2)C2CCN(CC2)C(=O)OC(C)(C)C)=O tert-Butyl 4-[3-(2-chloro-6-methyl-phenyl)-2-oxo-4H-pyrido[4,3-d]pyrimidin-1-yl]piperidine-1-carboxylate